1-[(9Z)-octadec-9-en-1-yloxy]-3-(octyl-oxy)propan-2-amine C(CCCCCCC\C=C/CCCCCCCC)OCC(COCCCCCCCC)N